ClC1=C(C=C(C=C1)C1=CC(=CC=C1)C(C(=O)N1CC2=C(N=C(NC2=O)C2(CC2)C2=CC=CC=C2)CC1)O)F 6-(2-(4'-chloro-3'-fluoro-[1,1'-biphenyl]-3-yl)-2-hydroxyacetyl)-2-(1-phenylcyclopropyl)-5,6,7,8-tetrahydropyrido[4,3-d]pyrimidin-4(3H)-one